1,3,5-Tris(m-pyridin-3-ylphenyl)benzene (2S,6R)-tert-butyl-2,6-dimethylpiperazine-1-carboxylate C(C)(C)(C)OC(=O)N1[C@H](CNC[C@H]1C)C.N1=CC(=CC=C1)C=1C=C(C=CC1)C1=CC(=CC(=C1)C1=CC(=CC=C1)C=1C=NC=CC1)C1=CC(=CC=C1)C=1C=NC=CC1